(2S)-4-[2-tert-butoxyethyl-[4-(5,6,7,8-tetrahydro-1,8-naphthyridin-2-yl)butyl]amino]-2-[[(2R)-2-methylazetidine-1-carbonyl]amino]butanoic acid C(C)(C)(C)OCCN(CC[C@@H](C(=O)O)NC(=O)N1[C@@H](CC1)C)CCCCC1=NC=2NCCCC2C=C1